FC=1C=C2C(=NN(C2=C(C1)C)C=1C=NC(=CC1)F)I 5-fluoro-1-(6-fluoropyridin-3-yl)-3-iodo-7-methyl-1H-indazole